C(#N)C1=CNC2=C(C=CC(=C12)C(F)(F)F)NS(=O)(=O)C=1C=NN(C1)CC(F)F N-[3-Cyano-4-(trifluoromethyl)-1H-indol-7-yl]-1-(2,2-difluoroethyl)pyrazol-4-sulfonamid